2-(difluorometh-yl)-6-((4-fluoro-2-methylphenyl)-amino)benzoic acid FC(C1=C(C(=O)O)C(=CC=C1)NC1=C(C=C(C=C1)F)C)F